(S)-2-amino-6-fluoro-N-(1-(8-((1-methyl-1H-pyrazol-4-yl)ethynyl)-1-oxo-2-Phenyl-1,2-dihydroisoquinolin-3-yl)ethyl)pyrazolo[1,5-a]pyrimidine-3-carboxamide NC1=NN2C(N=CC(=C2)F)=C1C(=O)N[C@@H](C)C=1N(C(C2=C(C=CC=C2C1)C#CC=1C=NN(C1)C)=O)C1=CC=CC=C1